C1(=CC=C(C=C1)C1=NC(=NC(=N1)C1=CC=C(C=C1)C1=CC=CC=C1)C1=C(C=C(C=C1)OCCCCCC)O)C1=CC=CC=C1 2-(4,6-di([1,1'-biphenyl]-4-yl)-1,3,5-triazin-2-yl)-5-hexyloxyphenol